furfurylamine C(C1=CC=CO1)N